ClC=1C=CC2=C(C=C(O2)C2=CN=CC3=C2OCCN3C(=O)C3CN(C3)CC3=CC(=CC=C3)F)C1 (8-(5-chlorobenzofuran-2-yl)-2,3-dihydro-4H-pyrido[4,3-b][1,4]oxazin-4-yl)(1-(3-fluorobenzyl)-azetidin-3-yl)methanone